[4-[2-(dimethylamino)ethoxy]anilino]-6-(5-methyl-3,4-dihydro-2H-quinoxalin-1-yl)-8-(oxetan-3-yl)pyrido[2,3-d]pyrimidin-7-one CN(CCOC1=CC=C(NC=2N=CC3=C(N2)N(C(C(=C3)N3CCNC2=C(C=CC=C32)C)=O)C3COC3)C=C1)C